N-[(2RS)-3,3-difluoro-2-hydroxypropyl]-3-oxo-2-(pyridin-3-yl)-6-[4-(trifluoromethyl)phenyl]-2,3-dihydropyridazine-4-carboxamide FC([C@@H](CNC(=O)C=1C(N(N=C(C1)C1=CC=C(C=C1)C(F)(F)F)C=1C=NC=CC1)=O)O)F |r|